F[C@@H](C1(COC1)C=1C=C(C=CC1)N1C(C2=CC(=CC(=C2C1)C(F)(F)F)CN1[C@@H](CNCC1)C(C)C)=O)C1=NN=CN1C 2-(3-(3-((S)-fluoro(4-methyl-4H-1,2,4-triazol-3-yl)methyl)oxetan-3-yl)phenyl)-6-(((R)-2-isopropylpiperazin-1-yl)methyl)-4-(trifluoromethyl)isoindolin-1-one